Carane-3,4-diol C12CC(C(CC1C2(C)C)O)(C)O